OCC[NH2+]C N-hydroxyethyl-methylammonium